CN1N=CC(=C1C(=O)OCC)C(=O)OCC diethyl 1-methyl-1H-pyrazole-4,5-dicarboxylate